5,6-di-hydro-uracile N1C(=O)NC(=O)CC1